N=1C=NN2C1C=C(C=C2)OC2=CC(=C(C=C2C)NC2=NC=NC1=CC(=C(C=C21)NC(\C=C\[C@@H]2N(CCC2)C)=O)OC)OC (R,E)-N-(4-((4-([1,2,4]triazolo[1,5-a]pyridin-7-yloxy)-2-methoxy-5-methylphenyl)amino)-7-methoxy-quinazolin-6-yl)-3-(1-methylpyrrolidin-2-yl)acrylamide